C(C)OC(C(CC(CCC(C)C)C1=C(CC(CC1)(C)C)C(=O)[O-])(F)F)=O 2-(1-ethoxy-2,2-difluoro-7-methyl-1-oxooctan-4-yl)-5,5-dimethylcyclohex-1-ene-1-carboxylate